C(C)(C)C1CC2=C(N=C(S2)C(=O)OCC)CC1 ethyl 6-isopropyl-4,5,6,7-tetrahydro-1,3-benzothiazole-2-carboxylate